sec.-butyl methacrylate C(C(=C)C)(=O)OC(C)CC